2-hydroxyethyl dibenzyl phosphate P(=O)(OCCO)(OCC1=CC=CC=C1)OCC1=CC=CC=C1